tricyclodecanediol diglycolate C(COCC(=O)O)(=O)O.C1(CCCCCCCCC1)(O)O.C1(CCCCCCCCC1)(O)O.C1(CCCCCCCCC1)(O)O